5-(azetidin-3-yl)-3-(2,4-dichlorophenyl)-1,2,4-oxadiazole (trifluoroacetate) FC(C(=O)O)(F)F.N1CC(C1)C1=NC(=NO1)C1=C(C=C(C=C1)Cl)Cl